CC(C)(C)C1=CC=C(C=C1)C(CC(=O)C1=CC=C(C=C1)OC)=O 1-[4-(1,1-Dimethylethyl)Phenyl]-3-(4-Methoxyphenyl)Propane-1,3-Dione